(1-(4-cyclobutyl-5-(5-ethyl-1H-imidazol-2-yl)-2-methylbenzoyl)piperidin-4-yl)benzonitrile C1(CCC1)C1=CC(=C(C(=O)N2CCC(CC2)C2=C(C#N)C=CC=C2)C=C1C=1NC(=CN1)CC)C